O1CCOC12CCC(CC2)C=2SC(=CN2)CN (2-(1,4-dioxaspiro[4.5]decan-8-yl)thiazol-5-yl)methanamine